C[C@H](CCC[C@H](C)CCCC(C)C)CCC[C@@H](C)CCOC[C@@H](CO)OCC[C@H](C)CCC[C@H](C)CCC[C@H](C)CCCC(C)C The molecule is a dialkylglycerol that is glycerol alkylated at positions 1 and 2 by phytanyl groups with (R)-configuration at position 2.